C(C)N(C1=CC=C(C=C2C(C(CC2)=CC2=CC=C(C=C2)N(CC)CC)=O)C=C1)CC 2,5-bis-[4-(diethylamino)-benzylidene]-cyclopentanone